Potassium HYDROXIDE [OH-].[K+]